COC=1C=C2C=3C=NN4C=CC(OC[C@@H]5C[C@H](CN5CCN(C(C1)=C2)S(=O)(=O)C2=C(C=CC=C2)[N+](=O)[O-])OCC=C)=NC34 (12R,14S)-4-methoxy-7-(2-nitrobenzenesulfonyl)-12-(prop-2-en-1-yloxy)-16-oxa-7,10,20,21,24-pentaazapentacyclo[15.5.2.12,6.010,14.020,23]pentacosa-1(23),2,4,6(25),17(24),18,21-heptaene